OC1=CC=2C(=C3C=C4C=CC=CC4=CC3=CC2)C=C1 3-hydroxy-benzo(a)anthracene